C1(=CC=CC=C1)CON1[C@@H]2CC[C@H](N(C1=O)C2)C(NC(CN2CCCCC2)=O)=N N-(((2S,5R)-6-(phenylmethyloxy)-7-oxo-1,6-diazabicyclo[3.2.1]oct-2-yl)(imino)methyl)-2-(piperidin-1-yl)acetamide